C(CCC)C=1N=C2N(C=C(C=N2)OC\C(\CNC(OC(C)(C)C)=O)=C\F)C1 tert-butyl (E)-(2-(((2-butylimidazo[1,2-a]pyrimidin-6-yl)oxy)methyl)-3-fluoroallyl)carbamate